FC1(CC1)SC1=NC=CC(=C1CO)C {2-[(1-Fluorocyclopropyl)sulfanyl]-4-methylpyridin-3-yl}methanol